FC=1C=C(C=CC1)C1(CCC(CC1)=O)C 4-(3-fluorophenyl)-4-methylcyclohexan-1-one